(2R)-2-[(3S)-1-tert-butoxycarbonyl-pyrrolidin-3-yl]-3-phenyl-propanoic acid C(C)(C)(C)OC(=O)N1C[C@@H](CC1)[C@H](C(=O)O)CC1=CC=CC=C1